N-[(1S)-5-[2-(2-aminopyridin-3-yl)-5-bromoimidazo[4,5-b]pyridin-3-yl]-2,3-dihydro-1H-inden-1-yl]-4-(benzyloxy)-5-(1,3-dioxolan-2-yl)-2,3-difluorobenzamide NC1=NC=CC=C1C1=NC=2C(=NC(=CC2)Br)N1C=1C=C2CC[C@@H](C2=CC1)NC(C1=C(C(=C(C(=C1)C1OCCO1)OCC1=CC=CC=C1)F)F)=O